CON(C(=O)C=1OC(=CC1)CN1CCOCC1)C N-methoxy-N-methyl-5-(morpholinomethyl)furan-2-carboxamide